FC1=CC=C(C=C1)C(C(C)OC([C@H](C)NC(=O)C1=NC=CC(=C1O)N=[N+]=[N-])=O)C1=CC=C(C=C1)F [2,2-bis(4-fluorophenyl)-1-methyl-ethyl](2S)-2-[(4-azido-3-hydroxy-pyridine-2-carbonyl) amino]Propionate